CC1(OCC(C(C1)N1C=CC2=CC=CC=C12)[2H])C (2,2-dimethyl-tetrahydro-2H-pyran-4-yl-5-d)-1H-indole